ClC=1C=NC(=C(C(=O)NC2CCC(CC2)CN2C(N(C3=C2C=CC=C3)C=3C=NC(=CC3)N[C@H]3COCC3)=O)C1)C(F)(F)F 5-chloro-N-((1R,4r)-4-((2-oxo-3-(6-(((R)-tetrahydro-furan-3-yl)amino)pyridin-3-yl)-2,3-dihydro-1H-benzo[d]imidazol-1-yl)methyl)cyclohexyl)-2-(trifluoro-methyl)nicotinamide